3-methacryloyloxypropyl-methyl-trisilazane C(C(=C)C)(=O)OCCC[SiH](N[SiH2]N[SiH3])C